F.C(C)[N+](CC)(CC)CC tetraethylammonium hydrogen fluoride salt